CN1N=C(C(=C1)C1=NN=C(O1)[C@]1(C(N(CC1)[C@H](C(F)(F)F)O)=O)C=C)NC1=CC=C(C=C1)C(F)(F)F (R)-3-(5-(1-Methyl-3-((4-(trifluoromethyl)phenyl)amino)-1H-pyrazol-4-yl)-1,3,4-oxadiazol-2-yl)-1-((S)-2,2,2-trifluoro-1-hydroxyethyl)-3-vinylpyrrolidin-2-one